C1(CC1)[C@@H](C)OC(=O)NC1=C(N=NN1C)C1=CC=C(C=N1)O[C@@H]1C[C@H](CCC1)C(=O)O (1S,3S)-3-((6-(5-((((R)-1-cyclopropyl-ethoxy)carbonyl)amino)-1-methyl-1H-1,2,3-triazol-4-yl)pyridin-3-yl)oxy)cyclohexane-1-carboxylic acid